N-(2,2-dimethyl-1-phenyl-propyl)-4-methoxy-aniline CC(C(C1=CC=CC=C1)NC1=CC=C(C=C1)OC)(C)C